C1(=CC=CC=C1)C1=NC(=NC(=N1)C1=NC=CC=C1)C=1C=C(C=CC1)B(O)O (3-(4-phenyl-6-(pyridin-2-yl)-1,3,5-triazin-2-yl)phenyl)boronic acid